ON1N=NC2=C1N=CC=C2 N-hydroxyl-7-azabenzotriazole